O.[Al].[Mg].[Co] cobalt magnesium aluminum water